3,5-diisopropoxy-2'-methylbiphenyl C(C)(C)OC=1C=C(C=C(C1)OC(C)C)C1=C(C=CC=C1)C